5-((2'-(5-cyanoisoindolin-2-yl)-[2,4'-bipyrimidinyl]-4-yl)ethynyl)-1H-indazole C(#N)C=1C=C2CN(CC2=CC1)C1=NC=CC(=N1)C1=NC=CC(=N1)C#CC=1C=C2C=NNC2=CC1